C1(CC1)C(=O)NC1=NC=C(C(=O)O)C(=C1)NC1=NN(C2=CC=C(C(=C12)OC)[C@@H](C(F)(F)F)OC)C (S)-6-(Cyclopropanecarboxamido)-4-((4-methoxy-1-methyl-5-(2,2,2-trifluoro-1-methoxyethyl)-1H-indazol-3-yl)amino)nicotinic acid